4-phenoxyphenyl acrylate C(C=C)(=O)OC1=CC=C(C=C1)OC1=CC=CC=C1